(2E)-3-(5-chloro-1H-indazol-6-yl)-N-(2,3-dihydro-1H-inden-1-yl)prop-2-enamide ClC=1C=C2C=NNC2=CC1/C=C/C(=O)NC1CCC2=CC=CC=C12